ClC1=CC(=C(C(=O)OC(C)(C)C)C=C1)C=1N(C(=C(C1)C(N(C1=CC=C(C=C1)OCC=C)C=1C(=NC(=NC1)C)OCCOC1OCCCC1)=O)C)C tert-Butyl 4-chloro-2-[1,5-dimethyl-4-({2-methyl-4-[2-(tetrahydro-2H-pyran-2-yloxy)ethoxy]pyrimidin-5-yl}[4-(prop-2-en-1-yloxy)phenyl]carbamoyl)-1H-pyrrol-2-yl]-benzoate